N-Acetyl-muramyl-L-Alanyl-D-Glutamin-n-butylester C(CCC)OC([C@H](NC([C@@H](N(C(C)=O)C1[C@H](N)[C@@H](O[C@@H](C(=O)O)C)[C@H](O)[C@H](O1)CO)C)=O)CCC(N)=O)=O